3-[(R)-{5-[5-(2-Amino-ethyl)-[1,2,4]oxadiazol-3-yl]-pyridin-3-yl}-hydroxy-(4-isopropyl-phenyl)-methyl]-3-methyl-azetidine-1-carboxylic acid tert-butyl ester C(C)(C)(C)OC(=O)N1CC(C1)(C)[C@@](C1=CC=C(C=C1)C(C)C)(O)C=1C=NC=C(C1)C1=NOC(=N1)CCN